C(=O)O.C(C(=C)C)(=O)O.C(C(=C)C)(=O)O.NC(=O)OCC Urethane dimethacrylate formate